(R)-α-acetyl-γ-butyrolactone C(C)(=O)[C@@H]1C(=O)OCC1